O=C1C[C@@H](CN1)C(F)(F)F (2S,3S)-5-oxo-3-(trifluoromethyl)pyrrolidin